[Si](C1=CC=CC=C1)(C1=CC=CC=C1)(C(C)(C)C)OCC(C1=NC(=NS1)C)NC(OC(C)(C)C)=O tert-butyl (2-((tert-butyldiphenylsilyl)oxy)-1-(3-methyl-1,2,4-thiadiazol-5-yl)ethyl)carbamate